tert-butyl (E)-(4-(2-amino-5-carbamoyl-7-(2-hydroxyethoxy)-1H-benzo[d]imidazol-1-yl)but-2-en-1-yl)carbamate NC1=NC2=C(N1C/C=C/CNC(OC(C)(C)C)=O)C(=CC(=C2)C(N)=O)OCCO